COCCCNC(=O)NC1=CC=C(C=C1)C1=CC2=C(N(C(=N2)C(F)(F)F)C2=CC=CC=C2)C=C1 1-(3-methoxypropyl)-3-(4-(1-phenyl-2-(trifluoromethyl)-1H-benzoimidazol-5-yl)phenyl)urea